ClC1=CC=C(C=C1)N1C(C(=C(C=C1)OCC)C(=O)NC1=CC(=C(C=C1)OC1=C2C(=NC=C1)C=C(S2)C2=NC=C(C=C2)CN2CCOCC2)F)=O 1-(4-chlorophenyl)-4-ethoxy-N-[3-fluoro-4-({2-[5-(morpholinomethyl)pyridin-2-yl]thieno[3,2-b]pyridin-7-yl}oxy)phenyl]-2-oxo-1,2-dihydropyridine-3-carboxamide